COC1=CC2=CC=CC=C2C=C1 2-methoxynaphthalene-1-d